COC1=C(C=O)C=CC(=C1)C(F)(F)F 2-methoxy-4-(trifluoromethyl)benzaldehyde